BrC1=C(C=NN(C1=O)C)N[C@@H]1C[C@@H](CN(C1)C)C1=CC=C(C=C1)CN1CCC(CC1)OC1=CC=C(C=C1)C1C(NC(CC1)=O)=O 3-[4-[[1-[[4-[(3R,5R)-5-[(5-bromo-1-methyl-6-oxo-pyridazin-4-yl)amino]-1-methyl-3-piperidyl]phenyl]methyl]-4-piperidyl]oxy]phenyl]piperidine-2,6-dione